COC1=CC=C(CN(C2=CC(=C(C(=N2)C2=C(C=C3C(=NC(=NC3=C2F)F)N2[C@H](CN(CC2)C(=O)OC(C)(C)C)C)SC(F)(F)F)I)C)CC2=CC=C(C=C2)OC)C=C1 tert-butyl (3S)-4-(7-(6-(bis(4-methoxybenzyl)amino)-3-iodo-4-methylpyridin-2-yl)-2,8-difluoro-6-((trifluoromethyl)thio)quinazolin-4-yl)-3-methylpiperazine-1-carboxylate